C(N(C=1N=NC(=CC1)C1=CC=C(C=2N=CSC21)C=2C=NN(C2)C2OCCCC2)C2CC(NC(C2)(C)C)(C)C)([2H])([2H])[2H] N-(2H3)methyl-6-{4-[1-(oxan-2-yl)pyrazol-4-yl]-1,3-benzothiazol-7-yl}-N-(2,2,6,6-tetramethylpiperidin-4-yl)pyridazin-3-amine